TRICOSANOIC ACID, METHYL ESTER C(CCCCCCCCCCCCCCCCCCCCCC)(=O)OC